CC(C)N1N=C(C=C1)NC(=O)C1=COC=2N=CN=CC21 N-[1-(propan-2-yl)-1H-pyrazol-3-yl]furo[2,3-d]pyrimidine-5-carboxamide